C(CCCCCCC\C=C/CCCCCCCC)(=O)OCC(OC(CCC)=O)COC(CCCCCCC\C=C/CCCCCCCC)=O 1-oleoyl-2-butyryl-3-oleoyl-glycerol